[C@H]12CN(C[C@H](CC1)N2)C=2C1=C(N=C(N2)OCC23CCCN3CC(C2)F)CN(CC1)C1=CC=CC2=CC=CC(=C12)Cl 4-((1R,5S)-3,8-diazabicyclo[3.2.1]octan-3-yl)-7-(8-chloronaphthalen-1-yl)-2-((2-fluorotetrahydro-1H-pyrrolizin-7a(5H)-yl)methoxy)-5,6,7,8-tetrahydropyrido[3,4-d]pyrimidine